N1(CCOCC1)NC(=O)C1=NN(C(=C1CC)C1=CC=C(C=C1)C#CCCO[N+](=O)[O-])C1=C(C=C(C=C1)Cl)Cl 1-(2,4-Dichloro-phenyl)-4-ethyl-5-[4-(4-nitrooxy-but-1-ynyl)-phenyl]-1H-pyrazole-3-carboxylic acid morpholin-4-ylamide